C(C(C)C)C1=CC=C(C=C1)[C@H](C(=O)OCCN(CC)CC)C 2-(diethylamino)ethyl (R,S)-2-(p-isobutylphenyl)propionate